FC1(CCN(CC1)C=1C(=NC2=CC(=CC(=C2N1)C(C)=O)F)C)F 1-[3-(4,4-difluoro-1-piperidyl)-7-fluoro-2-methyl-quinoxalin-5-yl]ethanone